2-chloro-9-(tetrahydro-2H-thiopyran-4-yl)-9H-imidazo[2,1-f]purine ClC=1N=CC=2N3C(N(C2N1)C1CCSCC1)=NC=C3